(2R,3S,4S)-2-{[4-(2,2-difluoro-1,3-dihydroinden-5-yl)phenyl]methyl}-4-hydroxypyrrolidin-3-yl N-{2-[(2S)-pyrrolidin-2-yl]ethyl}carbamate N1[C@@H](CCC1)CCNC(O[C@H]1[C@H](NC[C@@H]1O)CC1=CC=C(C=C1)C=1C=C2CC(CC2=CC1)(F)F)=O